OCCOC1=CC(=CC=C1)C=1C=CC=CC1 (2-hydroxyethoxy)-3,3'-biphenyl